C(C)(C)(C)C(C=O)C=O 2-(tert-butyl)malonaldehyde